butyl 4-((4-((9-cyclopentyl-7,7-difluoro-5-methyl-6-oxo-6,7,8,9-tetrahydro-5H-pyrimido[4,5-b][1,4]diazepin-2-yl)amino)-3-methoxybenzamido)methyl)piperidine-1-carboxylate C1(CCCC1)N1C2=C(N(C(C(C1)(F)F)=O)C)C=NC(=N2)NC2=C(C=C(C(=O)NCC1CCN(CC1)C(=O)OCCCC)C=C2)OC